N-[9-[5-[[bis(4-methoxyphenyl)-phenyl-methoxy]methyl]-4-hydroxy-tetrahydrofuran-2-yl]purin-6-yl]-N-isopropyl-benzamide COC1=CC=C(C=C1)C(OCC1C(CC(O1)N1C2=NC=NC(=C2N=C1)N(C(C1=CC=CC=C1)=O)C(C)C)O)(C1=CC=CC=C1)C1=CC=C(C=C1)OC